2-(2-chlorophenyl)-N-{4-[2-(cyclopropylamino)pyrimidin-5-yl]-3-sulfamoylphenyl}acetamide ClC1=C(C=CC=C1)CC(=O)NC1=CC(=C(C=C1)C=1C=NC(=NC1)NC1CC1)S(N)(=O)=O